BrC1=CC=2C(OCC=3C=CC(=CC3C3=CN=C(C(NS(C(=C1O)C2)(=O)=O)=C3)OC)F)=O 13-Bromo-4-fluoro-14-hydroxy-19-methoxy-16,16-dioxo-9-oxa-16λ6-thia-17,20-diazatetracyclo[16.3.1.111,15.02,7]tricosa-1(21),2(7),3,5,11(23),12,14,18(22),19-nonaen-10-one